ClC=1C(=C(C(=NC1C)NC#N)C#N)C1=CC=CC=C1 5-chloro-2-(cyanoamino)-6-methyl-4-phenylpyridine-3-carbonitrile